C(C1=CC=CC=C1)OC(=O)N1C[C@@H](CC1)OCC(=O)O (R)-2-((1-((benzyloxy)carbonyl)pyrrolidin-3-yl)oxy)acetic acid